2-bromo-6-methoxy-4-(methoxymethyl)benzo[d]thiazole BrC=1SC2=C(N1)C(=CC(=C2)OC)COC